COC=1C=C2CN(NC2=CC1)CNC(=S)NC1=CC=CC=C1 1-((5-methoxy-1H-indazol-2-yl)methyl)-3-phenylthiourea